CC1(CCC(O1)=O)C 5,5-dimethyl-dihydro-furan-2-one